(S)-1-((R)-3-methylmorpholino)propane C[C@@H]1COCCN1CCC